N[C@H]1C2N(CC1CC2)C(=O)C=2C=CC=1N(C2)N=C(C1C)C=1N(C2=CC(=CC=C2C1)C1=C(C=C(C(=O)N)C=C1)C(F)(F)F)CC1CC1 4-(2-{6-[(7R)-7-amino-2-azabicyclo[2.2.1]heptane-2-carbonyl]-3-methylpyrazolo[1,5-a]pyridin-2-yl}-1-(cyclopropylmethyl)-1H-indol-6-yl)-3-(trifluoromethyl)benzamide